CN1C(=CC2=CC=CC=C12)CCCC1=CC=CC=C1 1-(1-methyl-1H-indole-2-yl)-3-phenylpropan